tert-Butyl ((1S,3R)-3-((2-acetyl-6-bromopyridin-3-yl)oxy)cyclopentyl)(methyl)carbamate C(C)(=O)C1=NC(=CC=C1O[C@H]1C[C@H](CC1)N(C(OC(C)(C)C)=O)C)Br